C1(CCCC1)N1C=NC2=C1C1=C(SC2=O)C=CC=C1 1-cyclopentyl-[1]benzothiopyrano[3,4-d]imidazol-4(1H)-one